6-(2-amino-6-fluoro-5-(4,4,5,5-tetramethyl-1,3,2-dioxaborolan-2-yl)pyridin-3-yl)-3,4-dihydroisoquinolin-1(2H)-one NC1=NC(=C(C=C1C=1C=C2CCNC(C2=CC1)=O)B1OC(C(O1)(C)C)(C)C)F